6-methoxy-8-(2-methoxyphenyl)-2-(3-(4-nitrophenyl)propyl)-1,2,3,4-tetrahydroisoquinolin-7-ol COC=1C=C2CCN(CC2=C(C1O)C1=C(C=CC=C1)OC)CCCC1=CC=C(C=C1)[N+](=O)[O-]